(2,2-difluoroethyl) sulfate S(=O)(=O)(OCC(F)F)[O-]